N[C@](C(=O)[O-])(CC(C)(C)C)C1=C(C=C(C=C1)C1=NN=CN1C(F)F)F (R)-2-amino-2-(4-(4-(difluoromethyl)-4H-1,2,4-triazol-3-yl)-2-fluorophenyl)-4,4-dimethylpentanoate